C(C)OC(CCC(=O)C1=NC2=C(C=CC=C2C=C1O)C1=C(C=CC=C1)OC)=O 4-[3-hydroxy-8-(2-methoxy-phenyl)-quinolin-2-yl]-4-oxo-butyric acid ethyl ester